ClC=1C=CC(=C(CNC([C@H](C)NC(=O)[C@@H]2N(C[C@H](C2)C2=CC=CC=C2)C(=O)OC(C)(C)C)=O)C1)O tert-butyl (2R,4R)-2-(((S)-1-((5-chloro-2-hydroxybenzyl)amino)-1-oxopropan-2-yl)carbamoyl)-4-phenylpyrrolidine-1-carboxylate